C(CCCCCCC\C=C/C\C=C/CCCCC)(=O)OC([C@@H](N)CO)=O seryl linoleate